FC(C)(F)C=1C=C(C=CC1F)C=1C=C2C(=NC1)C=NN2CC=2OC(=NN2)C 2-[[6-[3-(1,1-Difluoroethyl)-4-fluoro-phenyl]pyrazolo[4,3-b]pyridin-1-yl]methyl]-5-methyl-1,3,4-oxadiazole